CC1(C2(CN(CC(C(N1C)C1=NC=CC=C1)C2=O)CCN(C)C)C)C2=NC=CC=C2 dimethyl-2,4-di-(2-pyridyl)-3-methyl-7-(N,N-dimethyl-amino-ethyl)-3,7-diaza-bicyclo[3.3.1]nonan-9-one